C1(CC1)C=1N=CC=2C3=C(C=C(C2C1)S(=O)(=O)NCC(C)C)C(CC3)NC3=C(C(C3=O)=O)NC=3C=NC=CC3 3-cyclopropyl-7-[[3,4-dioxo-2-(pyridin-3-ylamino)cyclobuten-1-yl]amino]-N-(2-methylpropyl)-8,9-dihydro-7H-cyclopenta[h]isoquinoline-5-sulfonamide